NC1CCC(CC1)NC1=NC2=CC(=C(C=C2C=N1)C=1C=CC(=NC1OC)NS(=O)(=O)C1=C(C=CC=C1)C#N)C N-(5-(2-(((1r,4r)-4-aminocyclohexyl)amino)-7-methylquinazolin-6-yl)-6-methoxypyridin-2-yl)-2-cyanobenzenesulfonamide